Ethyl-3-acetamidopicolinate C(C)OC(C1=NC=CC=C1NC(C)=O)=O